NC1=C(C(NC2=C(C=CC=C12)C=1C=NC=C(C1)OC1CC1)=O)C(=O)NCCC 4-Amino-8-(5-cyclopropoxypyridin-3-yl)-2-oxo-N-propyl-1,2-dihydroquinoline-3-carboxamide